[4-[(3-iodo-7-morpholino 1,6-naphthyridin-5-yl)oxy]cyclohexyl]carbamate IC=1C=NC2=CC(=NC(=C2C1)OC1CCC(CC1)NC([O-])=O)N1CCOCC1